C(C)(C)(C)OC(=O)N1C2CC2CC1C1=CC(=CC(=C1)F)F 3-(3,5-difluorophenyl)-2-azabicyclo[3.1.0]Hexane-2-carboxylic acid tert-butyl ester